6,7-bis(2-methoxyethoxy)quinazolin-4-one COCCOC=1C=C2C(NC=NC2=CC1OCCOC)=O